N-[(6-Amino-2-pyridyl)sulfonyl]-6-(6-isopropoxy-2-pyridyl)-2-(2,2,4-trimethylpyrrolidin-1-yl)pyridin-3-carboxamid NC1=CC=CC(=N1)S(=O)(=O)NC(=O)C=1C(=NC(=CC1)C1=NC(=CC=C1)OC(C)C)N1C(CC(C1)C)(C)C